CC(C[Si](OC)(OC)OC)CC(C)(C)C 2,4,4-trimethylpentyltrimethoxysilane